N-[[(2S)-2-(3-cyanophenyl)oxetan-2-yl]methyl]spiro[3.3]heptane-3-carboxamide C(#N)C=1C=C(C=CC1)[C@]1(OCC1)CNC(=O)C1CCC12CCC2